ON1[C@@H](CCCC1)C(=O)O (5R)-hydroxy-L-pipecolic acid